ClC1=CC(=C(C=C1)C1=C(C2=C(O[C@H](O2)C)C=C1)C12N(CCNC2CC1)CC1=NC2=C(N1C[C@H]1OCC1)C=C(C=C2F)C(=O)O)F 2-(((R-(4-Chloro-2-fluorophenyl)-2-methylbenzo[d][1,3]dioxol-4-yl)-2,5-diazabicyclo[4.2.0]octan-2-yl)methyl)-4-fluoro-1-(((S)-oxetan-2-yl)methyl)-1H-benzo[d]imidazole-6-carboxylic acid